5-[4-[(2-Chlorophenylacetyl)amino]phenyl]-1H-naphtho[1,2-b][1,4]diazepine-2,4(3H,6H)-dione ClC1=C(C=CC=C1)CC(=O)NC1=CC=C(C=C1)N1C2C(NC(CC1=O)=O)=C1C=CC=CC1=CC2